C12(CC3CC(CC(C1)C3)C2)NCCCCCCCCC2=CC=C3C(N(C(=NC3=C2)C)C2C(NC(CC2)=O)=O)=O 3-(7-(8-(((3s,5s,7s)-adamantan-1-yl)amino)octyl)-2-methyl-4-oxoquinazolin-3(4H)-yl)piperidine-2,6-dione